4-(2-chlorophenyl)-5-cyclopropyl-1H-imidazole ClC1=C(C=CC=C1)C=1N=CNC1C1CC1